[6-[3-(3,3-difluorocyclobutyl)-1H-1,2,4-triazol-5-yl]-2-azaspiro[3.3]heptan-2-yl]-[6-[[4-(trifluoromethyl)isothiazol-5-yl]methyl]-2,6-diazaspiro[3.3]heptan-2-yl]methanone FC1(CC(C1)C1=NNC(=N1)C1CC2(CN(C2)C(=O)N2CC3(C2)CN(C3)CC3=C(C=NS3)C(F)(F)F)C1)F